FC1=CC(=C(C=C1)N1CN(C(C2=CC=CC=C12)=O)C1=C(NC(C=C1)=O)C)C 1-(4-fluoro-2-methylphenyl)-3-(2-methyl-6-oxo-1,6-dihydropyridin-3-yl)-2,3-dihydroquinazolin-4(1H)-one